C(C)(C)(C)OC(=O)N[C@H](C(OC([2H])([2H])[2H])([2H])[2H])C(=O)O N-(tert-Butoxycarbonyl)-O-(methyl-d3)-D-serine-3,3-d2